3-[4-[1-(2,2-dimethoxyethyl)-4-piperidyl]phenoxy]piperidine-2,6-dione COC(CN1CCC(CC1)C1=CC=C(OC2C(NC(CC2)=O)=O)C=C1)OC